C(C)(CC)C1C(NC2=C(CN1C(=O)NCC1NC(CC1)=O)C=CC=C2)=O 3-(sec-butyl)-2-oxo-N-((5-oxopyrrolidin-2-yl)methyl)-1,2,3,5-tetrahydro-4H-benzo[1,4]diazepine-4-carboxamide